4-benzoxane O1CCCC2=C1C=CC=C2